ClCC1=CC=C(C=C1)C(C)Br p-chloromethylbromophenylethane